BrC=1C(N(N=CC1)C1OCCCC1)=O 4-bromo-2-(oxan-2-yl)pyridazin-3-one